CN1N=CC(=C1)C=1N=C(C=2N(C1)N=CC2)C2C1CN(C(C2)CC1)C(C=C)=O [5-[6-(1-methylpyrazol-4-yl)pyrazolo[1,5-a]pyrazin-4-yl]-2-azabicyclo[2.2.2]oct-2-yl]prop-2-en-1-one